Acetyl-acetone methyl-(R)-1-((1-methyl-1H-pyrazol-3-yl)methyl)piperidine-2-carboxylate COC(=O)[C@@H]1N(CCCC1)CC1=NN(C=C1)C.C(C)(=O)CC(C)=O